(R)-2-(azetidin-3-ylmethyl)-6-(2,6-dioxopiperidin-3-yl)-2,3,6,7-tetrahydropyrrolo[3,4-f]isoindole-1,5-dione N1CC(C1)CN1C(C2=CC=3CN(C(C3C=C2C1)=O)[C@H]1C(NC(CC1)=O)=O)=O